N-[[3-amino-6-(2,6-dimethylpyridin-4-yl)-5-(4-fluorophenyl)pyrazin-2-yl]methyl]pyridine-2-carboxamide tert-butyl-5-methyl-2-oxo-3-(spiro[3.3]heptane-2-carbonyl)piperidine-1-carboxylate C(C)(C)(C)OC(=O)N1C(C(CC(C1)C)C(=O)C1CC2(C1)CCC2)=O.NC=2C(=NC(=C(N2)C2=CC=C(C=C2)F)C2=CC(=NC(=C2)C)C)CNC(=O)C2=NC=CC=C2